O=C1O[C@@H]2CCN(C[C@H]12)C(=O)OC(C)(C)C |r| Rac-tert-butyl (1S,6R)-8-oxo-7-oxa-3-azabicyclo[4.2.0]octane-3-carboxylate